2-(7-Bromo-5-ethylbenzo[b]thiophen-2-yl)-4-methylthiazole-5-carboxylic acid BrC1=CC(=CC2=C1SC(=C2)C=2SC(=C(N2)C)C(=O)O)CC